(2S)-4-(7-chloro-1-methyl-indol-5-yl)-2-(9H-fluoren-9-ylmethoxycarbonyl-amino)butyric acid ClC=1C=C(C=C2C=CN(C12)C)CC[C@@H](C(=O)O)NC(=O)OCC1C2=CC=CC=C2C=2C=CC=CC12